C(#N)C=1C=C(SC1)CNC(=O)[C@H]1N(CC2(OCCO2)C1)C(CNC(C1=CC=C(C=C1)C=1C=C2C=CN(C2=CC1)C)=O)=O (S)-N-((4-cyanothiophen-2-yl)methyl)-7-((4-(1-methyl-1H-indol-5-yl)benzoyl)glycyl)-1,4-dioxa-7-azaspiro[4.4]nonane-8-carboxamide